C(C)(C)(C)NC1=NC=C(C(=N1)NCC1NC(CC1)=O)C(=O)N 2-(tert-butylamino)-4-(((5-oxopyrrolidin-2-yl)methyl)amino)pyrimidine-5-carboxamide